C(C1=CC=CC=C1)O[C@@H]1C(O[C@@H]2OC(O[C@@H]21)(C)C)(CO)CO ((3aR,6S,6aR)-6-(benzyloxy)-2,2-dimethyltetrahydrofuro[2,3-d][1,3]dioxole-5,5-diyl)dimethanol